CN1C(=NC=2C1=NC=CC2)C=2C(=C(C(=C(C2C2=NC=1C(=NC=CC1)N2C)N2C1=CC=CC=C1N(C=1C=CC=CC21)C)N2C1=CC=CC=C1N(C=1C=CC=CC21)C)N2C1=CC=CC=C1N(C=1C=CC=CC21)C)N2C1=CC=CC=C1N(C=1C=CC=CC21)C 10,10',10'',10'''-(5,6-bis(3-methyl-3H-imidazo[4,5-b]pyridin-2-yl)benzene-1,2,3,4-tetrayl)tetrakis(5-methyl-5,10-dihydrophenazine)